(5-chloro-6-fluoro-1H-indol-3-yl)-6-(piperidin-1-yl)-3,4-dihydroisoquinoline-2(1H)-carboxamide ClC=1C=C2C(=CNC2=CC1F)C1N(CCC2=CC(=CC=C12)N1CCCCC1)C(=O)N